N1=C(C=CC=C1)C1=CC=C(CNNC(=O)OC(C)(C)C)C=C1 tert-butyl 2-[4-(2-pyridyl) benzyl]-hydrazinecarboxylate